C(C)(=O)N[C@H]1[C@@H](OC(=C[C@H]1NC(=N)N)C(=O)O)[C@@H]([C@@H](CO)O)O (2R,3R,4R)-3-acetylamino-4-guanidino-2-[(1R,2R)-1,2,3-trihydroxypropyl]-3,4-dihydro-2H-pyran-6-carboxylic acid